C(=C)[C@@](/C=C/C1=CC=C(C=C1)O)(CCC=C(C)C)C 4-[(1E,3S)-3-ethenyl-3,7-dimethyl-1,6-octadienyl]phenol